N-(2-(2-(4,4-difluoropiperidin-1-yl)-6-methylpyrimidin-4-yl)-2-oxoethyl)-4-iodo-2-(6-azaspiro[2.5]octan-6-yl)benzamide FC1(CCN(CC1)C1=NC(=CC(=N1)C(CNC(C1=C(C=C(C=C1)I)N1CCC2(CC2)CC1)=O)=O)C)F